3-benzyl-1-(1-hydroxy-1H-pyrazol-4-yl)-2,3-dihydroquinazolin-4(1H)-one C(C1=CC=CC=C1)N1CN(C2=CC=CC=C2C1=O)C=1C=NN(C1)O